6-(4-((2R,3S)-4-acryloyl-3-methylmorpholin-2-yl)-6-chloropyridin-2-yl)-N-methylpyrimidine-4-carboxamide C(C=C)(=O)N1[C@H]([C@H](OCC1)C1=CC(=NC(=C1)Cl)C1=CC(=NC=N1)C(=O)NC)C